C(C=C)[Si](OC)(OC)CC=C di(2-propenyl)dimethoxysilane